8-nitro-3,5,6,7-tetrahydro-2H-s-indacen-1-one [N+](=O)([O-])C=1C=2CCCC2C=C2CCC(C12)=O